1-(2-(Benzyloxy)ethyl)-1H-pyrazole-5-carboxamide C(C1=CC=CC=C1)OCCN1N=CC=C1C(=O)N